4-(3,3-dimethylpiperazin-1-yl)-N-(6-ethoxy-2-methyl-2H-benzo[d][1,2,3]triazol-5-yl)-2,3-dihydro-1H-pyrrolo[2,3-b]pyridine-1-carboxamide formate C(=O)O.CC1(CN(CCN1)C1=C2C(=NC=C1)N(CC2)C(=O)NC2=CC=1C(=NN(N1)C)C=C2OCC)C